COC=1C=C2C(=C(C(N(C2=CC1)C)=O)C#N)N1CCC(CC1)C1=NC(=NO1)C1=CC(=CC=C1)C 6-Methoxy-1-methyl-4-{4-[3-(3-methylphenyl)-1,2,4-oxadiazol-5-yl]piperidin-1-yl}-2-oxo-1,2-dihydroquinoline-3-carbonitrile